dichloro(dichlorophenazine) ClC1=C(C(=C(C2=NC3=CC=CC=C3N=C12)Cl)Cl)Cl